6-(1-methyl-1H-pyrazol-3-yl)-4-((6-(1-methyl-1H-pyrazol-4-yl)pyridin-3-yl)methyl)-N-(2-oxaspiro[3.3]heptan-6-yl)picolinamide CN1N=C(C=C1)C1=CC(=CC(=N1)C(=O)NC1CC2(COC2)C1)CC=1C=NC(=CC1)C=1C=NN(C1)C